ClC1=C2CCC3(C(NC4=CC(=CC=C34)C(F)(F)F)=O)C2=C(C=C1)OC 4-chloro-7-methoxy-6'-(trifluoromethyl)spiro[indan-1,3'-indolin]-2'-one